(S)-1-(4-(((4-((3-chloro-4-fluorophenyl)amino)-7-((tetrahydrofuran-3-yl)oxy)quinazolin-6-yl)amino)methyl)phenyl)dihydropyrimidine-2,4(1H,3H)-dione ClC=1C=C(C=CC1F)NC1=NC=NC2=CC(=C(C=C12)NCC1=CC=C(C=C1)N1C(NC(CC1)=O)=O)O[C@@H]1COCC1